COC1=NC=CC(=C1C1=CN(C2=NC(=CC=C21)NC(=O)[C@H]2[C@@H](C2)CN(C)C)COCC[Si](C)(C)C)OC trans-N-(3-(2,4-dimethoxypyridin-3-yl)-1-((2-(trimethylsilyl)ethoxy)methyl)-1H-pyrrolo[2,3-b]pyridin-6-yl)-2-((dimethylamino)methyl)cyclopropane-1-carboxamide